6-(Methylthio)pyrimido[5,4-d]pyrimidin-4-ol CSC=1N=CC=2N=CN=C(C2N1)O